OC(C)(C)C1=NC(=NO1)C=1SC=C(N1)C(=O)O 2-(5-(2-hydroxyprop-2-yl)-1,2,4-oxadiazol-3-yl)thiazole-4-carboxylic acid